C(CCC(=O)O)(=O)O.C(CCC(=O)O)(=O)O.C[C@H]1CN[C@@]12CNCC2 (3S,4R)-3-Methyl-1,6-diazaspiro[3.4]octane disuccinate